(2,4-difluoro-3-hydroxyphenyl)(5-(2,4-difluoro-3-hydroxyphenyl)thiophen-2-yl)methanone FC1=C(C=CC(=C1O)F)C(=O)C=1SC(=CC1)C1=C(C(=C(C=C1)F)O)F